O1P(OC=C2OC=C(OP(OCC3=C1C=CO3)([O-])=O)C2)([O-])=O 5,8-methanofuro[3,2-l][1,3,6,9,11,2,10]pentaoxadiphosphacyclotetradecine-2,10(12H)-diolate 2,10-dioxide